FC1=C(N=CC2=C1N=C(N=C2N2CC1(CC(N1)=O)CCC2)OCC21CCCN1CCC2)C2=CC=CC1=CC=CC(=C21)CCF 6-(8-fluoro-7-(8-(2-fluoroethyl)naphthalen-1-yl)-2-((hexahydro-1H-pyrrolizin-7a-yl)methoxy)pyrido[4,3-d]pyrimidin-4-yl)-1,6-diazaspiro[3.5]nonan-2-one